CN1C(CNC(C1)(C)C)C1=CC=CC=C1 1,5,5-trimethyl-2-phenylpiperazine